COC1CC(NC1)C(=O)N 4-methoxy-pyrrolidine-2-carboxamide